1,1,2,2,3,3,4,4,4-nonafluoro-N-(1,1,2,2,2-pentafluoroethylsulfonyl)butane-1-sulfonamide FC(C(C(C(F)(F)F)(F)F)(F)F)(S(=O)(=O)NS(=O)(=O)C(C(F)(F)F)(F)F)F